C(C)(C)(C)S(=O)NC(C)(C)C12CC(C1)(C2)NC(OC(C)(C)C)=O tert-butyl (3-(2-((tert-butylsulfinyl)amino)propan-2-yl)bicyclo[1.1.1]pentan-1-yl)carbamate